Cl.FC1=C(C=CC(=C1F)C)C=1C=C2C(=NNC2=CC1)NC(=O)C1CCN(CC1)C N-[5-(2,3-difluoro-4-methylphenyl)-1H-indazol-3-yl]-1-methylpiperidine-4-carboxamide hydrochloride